2,6-dimethyl-octen-2-ol CC(C)(C=CCC(CC)C)O